FC1(CC(C1)C1=NN(C(=C1C1(CCC1)C)NC(OC1CC(C1)(F)F)=O)C)F 3,3-difluorocyclobutyl (3-(3,3-difluorocyclobutyl)-1-methyl-4-(1-methylcyclobutyl)-1H-pyrazol-5-yl)carbamate